3-amino-5,5,7-trifluoro-8-[5-(1-methyl-1-methylsulfonyl-ethyl)-1,3,4-oxadiazol-2-yl]-1-[[4-[5-(trifluoromethoxy)-2-pyridyl]phenyl]methyl]-3,4-dihydro-1-benzazepin-2-one NC1C(N(C2=C(C(C1)(F)F)C=C(C(=C2)C=2OC(=NN2)C(C)(S(=O)(=O)C)C)F)CC2=CC=C(C=C2)C2=NC=C(C=C2)OC(F)(F)F)=O